N(=[N+]=[N-])CCOCCOCCNC(CCCC1=CC=C(C=C1)N(CCCl)CCCl)=O N-(2-(2-(2-azidoethoxy)ethoxy)ethyl)-4-(4-(bis(2-chloroethyl)amino)phenyl)butanamide